diethylnaphthyl-dodecyl-ammonium chloride [Cl-].C(C)[N+](CCCCCCCCCCCC)(C1=CC=CC2=CC=CC=C12)CC